N-(2-hydroxyethyl)-hexadecylamide OCC[N-]CCCCCCCCCCCCCCCC